(S)-N-((S*)-Cyano((1R,3s,5S)-6,6-difluorobicyclo[3.1.0]hexan-3-yl)methyl)-2-methylpropane-2-sulfinamide C(#N)[C@@H](N[S@@](=O)C(C)(C)C)C1C[C@H]2C([C@H]2C1)(F)F |o1:2|